C(=O)C1=CC=C(C=C1)C1=NN=C2N1C=CC(=C2)C=2C(=C(C=CC2)C2=C(C(=CC=C2)NC=2N=CC=C1C=C(C=NC21)C=O)C)C 8-((3'-(3-(4-formylphenyl)-[1,2,4]triazolo[4,3-a]pyridin-7-yl)-2,2'-dimethyl-[1,1'-biphenyl]-3-yl)amino)-1,7-naphthyridine-3-carbaldehyde